2-(2-((5-(6-aminonaphthalen-2-yl)-1-isopropyl-1H-indazol-3-yl)methoxy)phenyl)acetic acid NC=1C=C2C=CC(=CC2=CC1)C=1C=C2C(=NN(C2=CC1)C(C)C)COC1=C(C=CC=C1)CC(=O)O